N-methyl-3-(methyl(octadecyl)amino)-N-octadecylbenzenaminium tetrakis(heptafluoronaphthalen-2-yl)borate FC=1C(=C(C(=C2C(=C(C(=C(C12)F)[B-](C1=C(C2=C(C(=C(C(=C2C(=C1F)F)F)F)F)F)F)(C1=C(C2=C(C(=C(C(=C2C(=C1F)F)F)F)F)F)F)C1=C(C2=C(C(=C(C(=C2C(=C1F)F)F)F)F)F)F)F)F)F)F)F.C[NH+](C1=CC(=CC=C1)N(CCCCCCCCCCCCCCCCCC)C)CCCCCCCCCCCCCCCCCC